(2-chloro-4-fluorobenzyl) thioacetate C(C)(=S)OCC1=C(C=C(C=C1)F)Cl